[K+].NP([O-])([O-])=O.[K+] aminophosphonate potassium salt